C[Si](C)(C)[N][Si](C)(C)C bis-trimethylsilyl-nitrogen